CN1N=C(C=C1C1CCC(CC1)N1C[C@]2(CCS(C2)(=O)=O)CCC1)C(F)(F)F (R)-7-((1R,4R)-4-(1-methyl-3-(trifluoromethyl)-1H-pyrazol-5-yl)cyclohexyl)-2-thia-7-azaspiro[4.5]decane 2,2-dioxide